C(C)OC(C(CC1=C(C(=CC(=C1)Br)OC)OCC1=CC=CC=C1)N=C(C1=CC=CC=C1)C1=CC=CC=C1)=O 3-(2-(benzyloxy)-5-bromo-3-methoxyphenyl)-2-((diphenylmethylene)amino)propionic acid ethyl ester